C(C)(C)(C)OC(=O)NC[C@H](C(=O)NC=1SC(=C(N1)C)C(=O)OCCC)O propyl 2-[[(2R)-3-(tert-butoxycarbonylamino)-2-hydroxy-propanoyl]amino]-4-methyl-thiazole-5-carboxylate